methyl 2-((4-(5-fluoro-4-hydroxypyrimidin-2-yl)cyclohex-3-en-1-yl)methyl)-1-(((S)-oxetan-2-yl)methyl)-1H-thieno[2,3-d]imidazole-5-carboxylate FC=1C(=NC(=NC1)C1=CCC(CC1)CC=1N(C2=C(N1)SC(=C2)C(=O)OC)C[C@H]2OCC2)O